(5-chloropyridin-2-yl)-5-(2,6-difluoro-4-methoxyphenyl)-1-methyl-1,2-dihydro-3H-pyrazol-3-one ClC=1C=CC(=NC1)N1N(C(=CC1=O)C1=C(C=C(C=C1F)OC)F)C